C(C)(C)(C)OC(=O)N[C@H]1CC[C@@H](C[C@@H]2N(C1=O)[C@@H](CC2)C(=O)OC)C(C)C methyl (3S,6S,9S,10aR)-6-((tert-butoxycarbonyl)amino)-9-isopropyl-5-oxodecahydropyrrolo[1,2-a]azocine-3-carboxylate